CS(=O)(=O)C1(CC1)C1=NC=C(C=N1)B1OC(C(O1)(C)C)(C)C 2-(1-Methanesulfonylcyclopropyl)-5-(4,4,5,5-tetramethyl-1,3,2-dioxaborolan-2-yl)pyrimidine